C(=O)O.F[C@@H]1C[C@H](CN(C1)C)NC1=NN=C(C=2N1C=NC2)C2=C(C=C(C=C2)C(F)(F)F)O 2-(4-{[(3r,5r)-5-fluoro-1-methylpiperidin-3-yl]amino}imidazo[1,5-d][1,2,4]triazin-1-yl)-5-(trifluoromethyl)phenol formate salt